ClC1=NC(=NC(=C1C1=CC=CC=C1)NS(=O)(=O)C1=CC=C(C=C1)Cl)NC(\C(=C(\C=1C=NOC1C)/O)\C#N)=O (Z)-N-(4-chloro-6-((4-chlorophenyl)sulfonylamino)-5-phenylpyrimidin-2-yl)-2-cyano-3-hydroxy-3-(5-methylisoxazol-4-yl)acrylamide